CN1C=C(C=CC1=O)C(=O)O.CC=1C=C2C=C(C(=NC2=CC1)Cl)C=1NC2=C(N1)C=CC=C2 6-methyl-2-chloro-3-benzimidazolyl-quinoline 1-methyl-6-oxo-pyridine-3-carboxylate